C(C1=CC=CC=C1)OC(=O)N1C2C([C@H]([C@H]1CC2)CC=C)(C(NC(C)(C)C)=O)NC(C)=O.[Si](C)(C)(C(C)(C)C)OC2=CC(=CC(=C2)O[Si](C)(C)C(C)(C)C)O[Si](C)(C)C(C)(C)C 1,3,5-tris(t-butyldimethylsilyloxy)benzene (3S,4R)-benzyl-2-acetamido-3-allyl-2-(tert-butylcarbamoyl)-7-azabicyclo[2.2.1]heptane-7-carboxylate